C(#C)C=1C(=CC=C2C=CC=C(C12)C1=C(C=2N=C(N=C(C2C=N1)O)O)F)F 7-(8-ethynyl-7-fluoronaphthalen-1-yl)-8-fluoropyrido[4,3-d]-pyrimidine-2,4-diol